CC=1CC2=C(OC3=C2C=CC=C3)C1C 2,3-dimethyl-1H-cyclopenta[b]benzofuran